CN(C(C1=C(C=C(C=C1)C1=CN(C2=NC=C(N=C21)B2OC(C(O2)(C)C)(C)C)S(=O)(=O)C2=CC=C(C)C=C2)C)=O)C N,N,2-trimethyl-4-(2-(4,4,5,5-tetramethyl-1,3,2-dioxaborolan-2-yl)-5-tosyl-5H-pyrrolo[2,3-b]pyrazin-7-yl)benzamide